3-(1-{4-[2-(3-chloro-4-fluoro-phenyl)-5-methylthiazol-4-yl]-5-cyano-2H-[1,2,3]triazol-2-yl}-ethoxycarbonyloxy)-2,2-dimethyl-propionic acid ClC=1C=C(C=CC1F)C=1SC(=C(N1)C1=NN(N=C1C#N)C(C)OC(=O)OCC(C(=O)O)(C)C)C